5-[6-[5-(6-methyl-2-pyridyl)-1H-imidazol-4-yl]-3-quinolyl]thiophene-3-carboxylic acid CC1=CC=CC(=N1)C1=C(N=CN1)C=1C=C2C=C(C=NC2=CC1)C1=CC(=CS1)C(=O)O